N6-(D-2-isopentenyl)adenosine C(C=C(C)C)NC=1C=2N=CN([C@H]3[C@H](O)[C@H](O)[C@@H](CO)O3)C2N=CN1